(2-methylbut-3-yn-2-yl)cyanamide CC(C)(C#C)NC#N